CN1N=CC(=C1)CCOC1=NC(=CC(=N1)N1CCOCC1)N1N=C(C=C1)C1=NC=CC=C1 4-(2-(2-(1-methyl-1H-pyrazol-4-yl)ethoxy)-6-(3-(pyridin-2-yl)-1H-pyrazol-1-yl)pyrimidin-4-yl)morpholine